COC(=O)C1=CC2=C(NCCCC2)N=C1 5H,6H,7H,8H,9H-pyrido[2,3-b]azepine-3-carboxylic acid methyl ester